2-methyl-1-(((6-phenylimidazo[1,5-a]pyridin-5-yl)methyl)amino)propan-2-ol CC(CNCC1=C(C=CC=2N1C=NC2)C2=CC=CC=C2)(C)O